C(C)(C)(C)NCCCN N-tert-butyl-1,3-propanediamine